N-(2-chloro-6-methylphenyl)-2-((6-(4-(3-(3-(2-(2,6-dioxopiperidin-3-yl)-1,3-dioxoisoindolin-4-yl)propoxy)propanoyl)piperazin-1-yl)-2-methylpyrimidin-4-yl)amino)thiazole-5-carboxamide ClC1=C(C(=CC=C1)C)NC(=O)C1=CN=C(S1)NC1=NC(=NC(=C1)N1CCN(CC1)C(CCOCCCC1=C2C(N(C(C2=CC=C1)=O)C1C(NC(CC1)=O)=O)=O)=O)C